tert-butyl (4-((6-(2-ethoxyacetamido)thieno[3,2-b]pyridin-7-yl) amino)butyl)carbamate C(C)OCC(=O)NC=1C(=C2C(=NC1)C=CS2)NCCCCNC(OC(C)(C)C)=O